C(CCCCCCCCCCCCCCCCCCCC)C1=CC(C(C=2C=CC(C(C12)N)N)N)N 8-heneicosyl-1,2,5,6-tetrahydronaphthalene-1,2,5,6-tetramine